S1C(=NC2=C1C=CS2)C2CCN(CC2)C(=O)OC(C)(C)C tert-Butyl 4-(thieno[2,3-d]thiazol-2-yl)piperidine-1-carboxylate